tetra-(4-[4-hydroxyphenyl-isopropyl]-phenoxy)-methane OC1=CC=C(C=C1)C(C)(C)C1=CC=C(OC(OC2=CC=C(C=C2)C(C)(C)C2=CC=C(C=C2)O)(OC2=CC=C(C=C2)C(C)(C)C2=CC=C(C=C2)O)OC2=CC=C(C=C2)C(C)(C)C2=CC=C(C=C2)O)C=C1